(E)-N'-(cycloheptylmethylene)-6-(4-isopropoxyphenyl)pyrazine-2-carbohydrazide C1(CCCCCC1)\C=N\NC(=O)C1=NC(=CN=C1)C1=CC=C(C=C1)OC(C)C